4-iodo-1-(3-methoxy-3-methylcyclobutyl)-1H-pyrazole IC=1C=NN(C1)C1CC(C1)(C)OC